4-(methanesulfonyl)phenylboric acid CS(=O)(=O)C1=CC=C(C=C1)OB(O)O